N3-phenethyl-4H-1,2,4-triazole-3,5-diamine C(CC1=CC=CC=C1)NC1=NN=C(N1)N